tetramethylenebis(trimethylammonium) C[N+](CCCC[N+](C)(C)C)(C)C